N-tert-butyl-2,2'-bipyridine-6-carboxamide C(C)(C)(C)NC(=O)C1=CC=CC(=N1)C1=NC=CC=C1